N-(3-amino-bicyclo[1.1.1]Pentane-1-yl)-2-(4-chloro-3-fluorophenoxy)acetamide hydrochloride Cl.NC12CC(C1)(C2)NC(COC2=CC(=C(C=C2)Cl)F)=O